2-((1r,4r)-4-(4-(4-(trifluoromethyl)benzyl)pyrazolo[1,5-a]pyridine-3-carboxamido)cyclohexyl)acetic acid ethyl ester C(C)OC(CC1CCC(CC1)NC(=O)C=1C=NN2C1C(=CC=C2)CC2=CC=C(C=C2)C(F)(F)F)=O